ClC1=C(C2=C(C(NC(S2)(C)C)=O)C=C1)Cl 7,8-dichloro-2,2-dimethyl-3H-1,3-benzothiazin-4-one